[3-(2-Chloro-pyridin-4-yl)-2,9-dimethyl-8,9-dihydro-7H-6-oxa-1,3a,4,9-tetraaza-cyclopenta[a]naphthalen-5-yl]-(4-fluoro-piperidin-4-ylmethyl)-amine ClC1=NC=CC(=C1)C1=C(N=C2N1N=C(C=1OCCN(C21)C)NCC2(CCNCC2)F)C